2-(4-chloro-3-fluorophenoxy)-N-(4-{2-[(1H-indazol-6-yl)oxy]acetamido}bicyclo[2.1.1]hex-1-yl)acetamide dotriacontyl-eicos-11-enoate C(CCCCCCCCCCCCCCCCCCCCCCCCCCCCCCC)OC(CCCCCCCCCC=CCCCCCCCC)=O.ClC1=C(C=C(OCC(=O)NC23CCC(C2)(C3)NC(COC3=CC=C2C=NNC2=C3)=O)C=C1)F